FC1=C(C=CC=C1)C=1N=C(N2C1OC=C2)C2=CC=C(C(=O)O)C=C2 4-(7-(2-fluorophenyl)imidazo[5,1-b]oxazol-5-yl)benzoic acid